bis(3,5-bis(trifluoromethyl)phenyl)(3,4,5-trifluorophenyl)borane FC(C=1C=C(C=C(C1)C(F)(F)F)B(C1=CC(=C(C(=C1)F)F)F)C1=CC(=CC(=C1)C(F)(F)F)C(F)(F)F)(F)F